ClC=1C=C(C=CC1F)NC1=NC=NC2=CC(=C(C=C12)NCC=1C=C2CN(C(C2=CC1)=O)C1C(NC(CC1)=O)=O)O[C@@H]1COCC1 3-(5-(((4-((3-chloro-4-fluorophenyl)amino)-7-(((S)-tetrahydrofuran-3-yl)oxy)quinazolin-6-yl)amino)methyl)-1-oxoisoindolin-2-yl)piperidine-2,6-dione